[Cl-].[Li+].ClC1=C(C=C(C=C1)[Mg]Cl)F (4-Chloro-3-fluorophenyl)magnesium Chloride Lithium Chloride